FC1=CC=C(C=C1)C1=CC=2C(=NC=C(C2)C2=CC=CC(=N2)C(=O)N[C@@H](CO)CC)N1 (R)-6-(2-(4-fluorophenyl)-1H-pyrrolo[2,3-b]pyridin-5-yl)-N-(1-hydroxybutan-2-yl)picolinamide